COC1=C(C=C(C=C1)C)NC(C)=O N-(2-methoxy-5-methylphenyl)-acetamide